O1CC(CC1)CNC(CCCCCCCC(=O)OC(CCCCCCCC)CCCCCCCC)CCCCCCCC(=O)OC(CC)CCCCCCCC 1-(heptadecan-9-yl) 17-(undecan-3-yl) 9-(((tetrahydrofuran-3-yl)methyl)amino)heptadecanedioate